C1(CC1)[C@H](C1=CC=2N(N=C1)C=C(N2)[C@@H](NC(=O)[C@@H]2C(C21CCC1)(F)F)C1CCC(CC1)(F)F)NC(CCC(F)(F)F)=O |o1:3,17| (R*)-N-((S)-(7-((R*)-Cyclopropyl(4,4,4-trifluorobutanamido)methyl)imidazo[1,2-b]pyridazin-2-yl)(4,4-difluorocyclohexyl)methyl)-2,2-difluorospiro[2.3]hexane-1-carboxamide